3-(5-(1-(4-(difluoromethyl)benzyl)piperidin-4-yl)-1-oxoisoindolin-2-yl)piperidine-2,6-dione FC(C1=CC=C(CN2CCC(CC2)C=2C=C3CN(C(C3=CC2)=O)C2C(NC(CC2)=O)=O)C=C1)F